trifluoroethyl methacrylate dodecafluoroheptyl-methacrylate FC(C(C(C(C(F)(F)OC(C(=C)C)=O)(F)F)(F)F)(F)F)CC(F)(F)F.C(C(=C)C)(=O)OCC(F)(F)F